6-METHOXY-N-(2-FLUORO-4-(TERT-BUTYL)PHENYL)-2-(TRIFLUOROMETHYL)-1H-IMIDAZO[4,5-B]PYRAZIN-5-AMINE COC1=C(N=C2C(=N1)NC(=N2)C(F)(F)F)NC2=C(C=C(C=C2)C(C)(C)C)F